CC(C(=O)O)(CC1=CC(=CC=C1)[C@@H](CN[C@@H]([C@H]1CNC2=C(N1)N=CC=C2)C2=CC=CC=C2)C)C 2,2-dimethyl-3-{3-[(2S)-1-{[(R)-phenyl((3R)-1H,2H,3H,4H-pyrido[2,3-b]pyrazin-3-yl)methyl]amino}propan-2-yl]phenyl}propanoic acid